N-(5-(((1S,4S)-2-oxa-5-azabicyclo[2.2.1]hept-5-yl)methyl)-4'-((2-(1,1-difluoroethyl)pyrimidin-4-yl)amino)-[2,3'-bipyridyl]-6'-yl)acetamide [C@@H]12OC[C@@H](N(C1)CC=1C=CC(=NC1)C=1C=NC(=CC1NC1=NC(=NC=C1)C(C)(F)F)NC(C)=O)C2